5-(5-(hydroxymethyl)piperazin-2-yl)-4-methyl-isobenzofuran-1(3H)-one OCC1NCC(NC1)C=1C(=C2COC(C2=CC1)=O)C